BrC1=C(C=CC(=C1)S(=O)(=O)C(C)CC)OC 2-Bromo-1-methoxy-4-sec-butylsulfonylbenzene